o-phenoxybenzylacrylate O(C1=CC=CC=C1)C1=C(COC(C=C)=O)C=CC=C1